5-((4-(2-(1-methyl-1H-pyrrol-2-yl)benzyl)piperazin-1-yl)methyl)-1-oxoisoindole CN1C(=CC=C1)C1=C(CN2CCN(CC2)CC=2C=C3C=NC(C3=CC2)=O)C=CC=C1